COC1=CC=C(CN(C=2N=C(C=C3C=C(N=CC23)NC(=O)[C@H]2[C@H](C2)C(=O)N(C)C)C=2C=NC=CC2C)CC2=CC=C(C=C2)OC)C=C1 |r| (±)-(cis)-N1-(8-(bis(4-methoxybenzyl)amino)-6-(4-methylpyridin-3-yl)-2,7-naphthyridin-3-yl)-N2,N2-dimethylcyclopropane-1,2-dicarboxamide